C(C)C(CCCCO)(CC)O (5,5-diethyl)pentamethylene glycol